NC=1C(=CC2=C(OC3(CC3)C(N2C)=O)C1)C(=O)OC Methyl 7-amino-4-methyl-3-oxo-3,4-dihydrospiro[benzo[b][1,4]oxazine-2,1'-cyclopropane]-6-carboxylate